N-{cis-1-(cyclobutanecarbonyl)-2-[(3'-fluoro[1,1'-biphenyl]-3-yl)methyl]pyrrolidin-3-yl}-2,2-difluoropropanamide C1(CCC1)C(=O)N1[C@H]([C@H](CC1)NC(C(C)(F)F)=O)CC=1C=C(C=CC1)C1=CC(=CC=C1)F